Methyl 5-cyclopropyl-2-methoxybenzoate C1(CC1)C=1C=CC(=C(C(=O)OC)C1)OC